Cl.[N+](=O)([O-])C=1C=C2CCNCC2=CC1 6-Nitro-1,2,3,4-tetrahydroisoquinoline hydrochloride